4-[2-(3,4-difluorophenyl)-2,8-diazaspiro[4.5]decan-8-yl]-1-methyl-2-oxo-1,2-dihydroquinoline-3-carbonitrile FC=1C=C(C=CC1F)N1CC2(CC1)CCN(CC2)C2=C(C(N(C1=CC=CC=C21)C)=O)C#N